tribarium silicate [Si]([O-])([O-])([O-])[O-].[Ba+2].[Ba+2].[Ba+2]